N-(2-fluoro-4-methyl-5-(2-((6-methylpyridin-3-yl)amino)-8,9-dihydroimidazo[1',2':1,6]pyrido[2,3-d]pyrimidin-6-yl)phenyl)-4-(trifluoromethyl)picolinamide FC1=C(C=C(C(=C1)C)C1=CC2=C(N=C(N=C2)NC=2C=NC(=CC2)C)N2C1=NCC2)NC(C2=NC=CC(=C2)C(F)(F)F)=O